diethylaluminum chloride C(C)[Al](CC)Cl